dicyclohexylamid C1(CCCCC1)[N-]C1CCCCC1